5-(2-methyltetradecan-2-yl)oxazol-2(3H)-one CC(C)(CCCCCCCCCCCC)C1=CNC(O1)=O